ClC=1C=C2C(=C(C=NC2=CC1)NC1CCS(CC1)(=O)=O)NC1=C(C(=O)O)C=CC=C1 2-[[6-chloro-3-[(1,1-dioxothian-4-yl)amino]-4-quinolyl]amino]benzoic acid